N1C=C(C2=CC=CC=C12)C1N(CC2=CC(=CC=C12)C1=CC=CC2=CC=CC=C12)C(=O)N (1H-indol-3-yl)-5-(naphthalen-1-yl)isoindoline-2-carboxamide